C1(CC1)C1N(CCNC1)C(=O)OC(C)(C)C tert-butyl 2-cyclopropylpiperazine-1-carboxylate